6-(6-oxa-3-azabicyclo[3.1.1]heptan-3-yl)quinoline-4-carboxylic acid C12CN(CC(O1)C2)C=2C=C1C(=CC=NC1=CC2)C(=O)O